CN(C/C=C/C(=O)NN1C(N(C2=CC=C(C=C2C1=O)S(NC1(CC1)C)(=O)=O)CC1(CC1)C)=O)C (E)-4-(dimethylamino)-N-(1-((1-methylcyclopropyl)methyl)-6-(N-(1-methylcyclopropyl)sulfamoyl)-2,4-dioxo-1,4-dihydroquinazolin-3(2H)-yl)but-2-enamide